tert-butyl (S)-4-fluoro-2-(hydroxymethyl)indoline-1-carboxylate FC1=C2C[C@H](N(C2=CC=C1)C(=O)OC(C)(C)C)CO